tert-butyl (S)-5-methoxy-4-((2-(4-(methoxycarbonyl) phenyl)-4-(5-(trifluoromethyl) thiophen-3-yl) piperidin-1-yl) methyl)-7-methyl-1H-indole-1-carboxylate COC=1C(=C2C=CN(C2=C(C1)C)C(=O)OC(C)(C)C)CN1[C@@H](CC(CC1)C1=CSC(=C1)C(F)(F)F)C1=CC=C(C=C1)C(=O)OC